4-(2-(4-((1-(10H-phenothiazin-2-yl)ethyl)sulfonyl)piperazin-1-yl)ethyl)morpholine C1=C(C=CC=2SC3=CC=CC=C3NC12)C(C)S(=O)(=O)N1CCN(CC1)CCN1CCOCC1